N-[4-[[1-[3-(2-aminoethoxy)propanoyl]-4-piperidyl]carbamoyl]-3-chloro-phenyl]-5-[6-(dimethylamino)-2,5-difluoro-3-pyridyl]-1-methyl-imidazole-2-carboxamide NCCOCCC(=O)N1CCC(CC1)NC(=O)C1=C(C=C(C=C1)NC(=O)C=1N(C(=CN1)C=1C(=NC(=C(C1)F)N(C)C)F)C)Cl